BrC=1C(=NN2C1N=CC=C2C(=O)OCC)COC ethyl 3-bromo-2-(methoxymethyl)pyrazolo[1,5-a]pyrimidine-7-carboxylate